2-[3-(4-fluoro-3-methylsulfanyl-phenyl)-1-[2-[[1-[2-(4-methylpiperazin-1-yl)-2-oxo-ethyl]pyrazol-4-yl]amino]-[1,2,4]triazolo[1,5-a]pyridin-8-yl]azetidin-3-yl]acetonitrile FC1=C(C=C(C=C1)C1(CN(C1)C=1C=2N(C=CC1)N=C(N2)NC=2C=NN(C2)CC(=O)N2CCN(CC2)C)CC#N)SC